5-(4-amino-7-bromo-1-methyl-2-{2-methyl-4-[(2-methylacrylamido)]phenyl}pyrrolo[3,2-c]pyridin-3-yl)-3-chloro-N-[(fluorocyclopropyl)methyl]pyridine-2-carboxamide NC1=NC=C(C2=C1C(=C(N2C)C2=C(C=C(C=C2)NC(C(=C)C)=O)C)C=2C=C(C(=NC2)C(=O)NCC2(CC2)F)Cl)Br